5-[(2-Ethyl-3-fluorophenyl)thiocarbamoyl]-4-hydroxy-6-oxo-3,6-dihydropyridine-1(2H)-carboxylic acid tert-butyl ester C(C)(C)(C)OC(=O)N1CCC(=C(C1=O)C(NC1=C(C(=CC=C1)F)CC)=S)O